C(C)(C)(C)[C@@]1(C[C@@](O[C@@H]1C(O)C(C)(C)C)(N1C(=O)N=C(N)C=C1)[SiH](C)C)O 3',5'-bis-tertiarybutyldimethylsilyl-2'-deoxycytidine